NCC1=NC=CC(=C1)C(C)O (2-(aminomethyl)pyridin-4-yl)ethanol